(3aR,5s,6aS)-N-(5-methyl-6-(2,3,5-trifluorophenyl)pyridazin-3-yl)-2-((tetrahydro-2H-pyran-4-yl)methyl-d2)octahydrocyclopenta[c]pyrrol-5-amine CC=1C=C(N=NC1C1=C(C(=CC(=C1)F)F)F)NC1C[C@@H]2[C@@H](CN(C2)C([2H])([2H])C2CCOCC2)C1